FC1=C(C=C(C=C1)OC=1C(=C2C=CNC2=CC1F)S(=O)(=O)C)C=1NC(=CN1)CC=1C=C(C=CC1)CCC(=O)N 3-(3-((2-(2-Fluoro-5-((6-fluoro-4-(methylsulfonyl)-1H-indol-5-yl)oxy)phenyl)-1H-imidazol-5-yl)methyl)phenyl)propanamide